(S)-N-methyl-1-(2-methyl-3-(2-oxo-4-(o-tolyl)-2H-chromen-7-yl)propanoyl)piperidine-3-carboxamide CNC(=O)[C@@H]1CN(CCC1)C(C(CC1=CC=C2C(=CC(OC2=C1)=O)C1=C(C=CC=C1)C)C)=O